C1(CC1)CN1C(=CC2=CC=CC=C12)C1=NC=2C=C(C=C3OCCN1C23)C(=O)N2C[C@@H](CCC2)NC(\C=C\CN(C)C)=O (R,E)-N-(1-(2-(1-(Cyclopropylmethyl)-1H-indol-2-yl)-3,4-dihydro-5-oxa-1,2a-diazaacenaphthylen-7-carbonyl)piperidin-3-yl)-4-(dimethylamino)but-2-enamid